OC1=CC=C2C=CC(OC2=C1C=O)=O 7-hydroxy-8-coumarinaldehyde